C(C)(C)(C)C=1N(C=CN1)CC1=C(C=C(C=C1)C=1C(=CC=C(C1)CC(C)C)S(=O)(=O)NC=1N=NC(=CC1)OC)F 4'-((2-(Tert-butyl)-1H-imidazol-1-yl)methyl)-3'-fluoro-5-isobutyl-N-(6-methoxypyridazin-3-yl)-[1,1'-biphenyl]-2-sulphonamide